CSC=1N=CC2=C(N1)N(C(C(=C2)C#N)=O)C(CC)CC 2-(methylthio)-7-oxo-8-(pentan-3-yl)-7,8-dihydropyrido[2,3-d]pyrimidine-6-carbonitrile